CP(C1=C(SC(=C1P(C)C)C1=CC=C(C=C1)C)C1=CC=C(C=C1)C)C 3,4-bis(dimethylphosphino)-2,5-di-p-tolylthiophene